benzyl (2S,4R)-1-[(2S)-2-amino-3,3-dimethyl-butanoyl]-4-methyl-pyrrolidine-2-carboxylate N[C@H](C(=O)N1[C@@H](C[C@H](C1)C)C(=O)OCC1=CC=CC=C1)C(C)(C)C